7,8-diamino-1-naphthol NC1=CC=C2C=CC=C(C2=C1N)O